C(CC=C)N1C(C2=C(C(=C1)C1=CC(=C(C(=C1)C(=O)N1CCOCC1)F)F)C=CN2)=O 6-but-3-enyl-4-[3,4-difluoro-5-(morpholine-4-carbonyl)phenyl]-1H-pyrrolo[2,3-c]pyridin-7-one